[2-[methyl(oxetan-3-yl)amino]ethoxy]quinolin-4-amine CN(CCOC1=NC2=CC=CC=C2C(=C1)N)C1COC1